3-n-butyl-5-sec-butyl-1-isobutyl-4-hydroxy-pyrazole C(CCC)C1=NN(C(=C1O)C(C)CC)CC(C)C